NC=1OC(=C(C1C#N)C)C 2-amino-4,5-dimethyl-3-furancarbonitrile